2-(3-chlorophenyl)-2,2-difluoro-1-phenylethyl ((S)-4,4-difluoro-1-(((S)-1-hydroxy-3-((S)-2-oxopyrrolidin-3-yl) propan-2-yl)amino)-1-oxobutan-2-yl)carbamate FC(C[C@@H](C(=O)N[C@H](CO)C[C@H]1C(NCC1)=O)NC(OC(C(F)(F)C1=CC(=CC=C1)Cl)C1=CC=CC=C1)=O)F